N-(4-amino-3,4-dioxo-1-phenylbutan-2-yl)-9-methyl-9H-carbazole-1-carboxamide NC(C(C(CC1=CC=CC=C1)NC(=O)C1=CC=CC=2C3=CC=CC=C3N(C12)C)=O)=O